N1N=CC(=C1)C=1C=CC2=C(C1)OCC=1N=C(SC12)N1CCC(CC1)NC(C)(C)C 1-(7-(1H-Pyrazol-4-yl)-4H-chromeno[3,4-d]thiazol-2-yl)-N-(tert-butyl)piperidin-4-amine